Cyclobutyl (3-((1-((1R,3R)-3-((tert-butoxycarbonyl)amino)cyclopentyl)-3-methyl-2-oxo-2,3-dihydro-1H-imidazo[4,5-c]pyridin-6-yl)amino)-5-(1-methyl-1H-pyrazol-4-yl)phenyl)carbamate C(C)(C)(C)OC(=O)N[C@H]1C[C@@H](CC1)N1C(N(C=2C=NC(=CC21)NC=2C=C(C=C(C2)C=2C=NN(C2)C)NC(OC2CCC2)=O)C)=O